C(C)(=O)C1=NN(C2=CC=C(C=C12)C=1C=NC(=NC1)C)CC(=O)[C@@H]1N(C[C@H](C1)F)C(=O)NC1=NC(=CC=C1)Br (2R,4S)-2-(2-(3-acetyl-5-(2-methylpyrimidin-5-yl)-1H-indazol-1-yl)acetyl)-N-(6-bromopyridin-2-yl)-4-fluoropyrrolidine-1-carboxamide